4-(2,2-difluorovinyl)-4'-(1,2,2,2-tetrafluoroethyl)-1,1'-biphenyl FC(=CC1=CC=C(C=C1)C1=CC=C(C=C1)C(C(F)(F)F)F)F